1,2-hexylene oxide C1C(CCCC)O1